fluoro-1,3-dinitrobenzene FC1=C(C=CC=C1[N+](=O)[O-])[N+](=O)[O-]